5-benzyl 2-(tert-butyl) 7-(((S)-1-(methylamino)-1-oxo-5-phenylpentan-2-yl)carbamoyl)hexahydro-2H-pyrrolo[3,4-c]pyridine-2,5(3H)-dicarboxylate CNC([C@H](CCCC1=CC=CC=C1)NC(=O)C1C2C(CN(C1)C(=O)OCC1=CC=CC=C1)CN(C2)C(=O)OC(C)(C)C)=O